tert-butyl (2-(8-chloro-7-fluoronaphthalen-1-yl)-3-fluoropyridin-4-yl)carbamate ClC=1C(=CC=C2C=CC=C(C12)C1=NC=CC(=C1F)NC(OC(C)(C)C)=O)F